(+-)-N-[4-[4-(2-amino-6-methyl-pyrimidin-4-yl)-1,4-oxazepan-3-yl]-3-chloro-phenyl]methanesulfonamide NC1=NC(=CC(=N1)N1[C@@H](COCCC1)C1=C(C=C(C=C1)NS(=O)(=O)C)Cl)C |r|